The molecule is an azamacrocycle which is used which is in combination with dasabuvir sodium hydrate, ombitasvir and ritonavir (under the trade name Viekira Pak) for treatment of chronic hepatitis C virus genotype 1 infection as well as cirrhosis of the liver. It has a role as an antiviral drug and a hepatitis C protease inhibitor. It is an azamacrocycle, a member of pyrazines, an aromatic amide, an aromatic ether, a lactam, a member of phenanthridines, a member of cyclopropanes and a N-sulfonylcarboxamide. CC1=CN=C(C=N1)C(=O)N[C@H]2CCCCC/C=C\\[C@H]3C[C@]3(NC(=O)[C@@H]4C[C@H](CN4C2=O)OC5=NC6=CC=CC=C6C7=CC=CC=C75)C(=O)NS(=O)(=O)C8CC8